BrC1COC2=C1C=CC(=C2)F 3-bromo-6-fluoro-2,3-dihydro-1-benzofuran